(2S,4R)-1-((R)-2-(1H-benzo[d][1,2,3]triazol-1-yl)-3-methylbutanoyl)-4-hydroxy-N-methylpyrrolidine-2-carboxamide N1(N=NC2=C1C=CC=C2)[C@@H](C(=O)N2[C@@H](C[C@H](C2)O)C(=O)NC)C(C)C